8-bromo-6-(difluoromethyl)-3-methyl-2-morpholino-quinazolin-4-one BrC=1C=C(C=C2C(N(C(=NC12)N1CCOCC1)C)=O)C(F)F